triethyl 1,3,5-triazine-2,4,6-tricarboxylate N1=C(N=C(N=C1C(=O)OCC)C(=O)OCC)C(=O)OCC